N,N-dimethylanilinium tetrakis(pentafluorophenyl)borate ethyl-2-[7-benzyloxy-1-[[(S)-tert-butylsulfinyl]amino]tetralin-1-yl]acetate C(C)OC(CC1(CCCC2=CC=C(C=C12)OCC1=CC=CC=C1)N[S@@](=O)C(C)(C)C)=O.FC1=C(C(=C(C(=C1[B-](C1=C(C(=C(C(=C1F)F)F)F)F)(C1=C(C(=C(C(=C1F)F)F)F)F)C1=C(C(=C(C(=C1F)F)F)F)F)F)F)F)F.C[NH+](C1=CC=CC=C1)C